5-{[(2,2-Dimethylpropanoyl)amino]methyl}-N-(1-ethyl-1H-indazol-4-yl)-2-(trifluoromethyl)benzamide CC(C(=O)NCC=1C=CC(=C(C(=O)NC2=C3C=NN(C3=CC=C2)CC)C1)C(F)(F)F)(C)C